C1(CCC1)SC1=CC=2C(=NC=C(C2C2=NN(C=N2)C)C(F)(F)F)N1 2-(cyclobutylthio)-4-(1-methyl-1H-1,2,4-triazol-3-yl)-5-(trifluoromethyl)-1H-pyrrolo[2,3-b]pyridine